NC1=CC=C(C=N1)/C=C/C(=O)NCC=1OC2=C(C1)C=C(C=C2Cl)C2=CC=C(C=C2)C(CN2CCOCC2)=O (E)-3-(6-aminopyridin-3-yl)-N-((7-chloro-5-(4-(2-morpholinoacetyl)phenyl)benzofuran-2-yl)methyl)acrylamide